4-amino-N-(8-fluoro-2-methylimidazo[1,2-a]pyridin-6-yl)-2-(4-methylpiperazin-1-yl)thiazole-5-carboxamide NC=1N=C(SC1C(=O)NC=1C=C(C=2N(C1)C=C(N2)C)F)N2CCN(CC2)C